C(CCCCCCC(C)C)C(C(=O)O)CCCCCC\C=C/CCCCCCCC isodecyl-oleic acid